C(C)C1=C(N=C(S1)Cl)C(=O)[O-] ethyl-chlorothiazole-4-carboxylate